2-{2-[3-(3-Methyl-5-nitropyridin-2-yl)-1,2,4-oxadiazol-5-yl]ethoxy}ethyl benzoate C(C1=CC=CC=C1)(=O)OCCOCCC1=NC(=NO1)C1=NC=C(C=C1C)[N+](=O)[O-]